19-Bromo-11-fluoro-20-hydroxy-2,2-dioxo-15-oxa-2λ6,5-dithia-3,10-diazatetracyclo[15.3.1.14,7.08,13]docosa-1(21),4(22),6,8,10,12,17,19-octaen-16-one BrC=1C=C2C(OCC3=CC(=NC=C3C3=CSC(NS(C(C1O)=C2)(=O)=O)=C3)F)=O